2-(2'-prop-1-enyloxyethoxy)ethyl acrylate C(C=C)(=O)OCCOCCOC=CC